N-[7-methoxy-4-(1-methyl-1H-pyrazol-4-yl)-1H-1,3-benzodiazol-2-yl]-1,3-thiazole-5-carboxamide COC1=CC=C(C2=C1NC(=N2)NC(=O)C2=CN=CS2)C=2C=NN(C2)C